CC=1C=C(C=CC1OC1=CC2=C(N(N=N2)C)C=C1)NC=1C2=C(N=CN1)C=CC(=N2)C=2CN(CC2)C(C=C)=O 1-(3-(4-((3-methyl-4-((1-methyl-1H-benzo[d][1,2,3]triazol-5-yl)oxy)phenyl)amino)pyrido[3,2-d]pyrimidin-6-yl)-2,5-dihydro-1H-pyrrol-1-yl)prop-2-en-1-one